(R)-4-(2-Amino-4-((1-hydroxy-2-methylhexan-2-yl)amino)pyrido[3,2-d]pyrimidin-7-yl)-5-(((2-methoxyethyl)(methyl)amino)methyl)pyridine-2(1H)-thione NC=1N=C(C2=C(N1)C=C(C=N2)C2=CC(NC=C2CN(C)CCOC)=S)N[C@@](CO)(CCCC)C